4-chloro-4'-nitrobiphenyl ClC1=CC=C(C=C1)C1=CC=C(C=C1)[N+](=O)[O-]